C[Si](C1C=CC2=CC=3CCCC3C=C12)(C1C=C(C2=CC=CC=C12)C(C)CCC)C 1-(dimethyl-(3-(pentan-2-yl)-1H-inden-1-yl)silyl)1,5,6,7-tetrahydro-s-indacene